4-ACETYL-3,5-DIMETHYL-1H-PYRROLE-2-CARBOXYLIC ACID C(C)(=O)C=1C(=C(NC1C)C(=O)O)C